(S)-2-((S)-2-(benzyloxycarbonylamino)-5,5-difluoro-4,4-dimethylpentanoylamino)-4-methylpentanoate C(C1=CC=CC=C1)OC(=O)N[C@H](C(=O)N[C@H](C(=O)[O-])CC(C)C)CC(C(F)F)(C)C